O=C1NC(CCC1N1C(C2=CC=C(C=C2C1=O)N1CCN(CC1)CCCOCCCCCCCOC1=CC=C(C=C1)C(C)(C)C1=CC=C(OCC2=NC(=NC=C2)NS(=O)(=O)C)C=C1)=O)=O N-(4-((4-(2-(4-((7-(3-(4-(2-(2,6-dioxopiperidin-3-yl)-1,3-dioxoisoindoline-5-yl)piperazin-1-yl)propoxy)heptyl)oxy)phenyl)propan-2-yl)phenoxy)methyl)pyrimidine-2-yl)methanesulfonamide